CC(O)(CCCCCCC)C dimethyl(heptyl-carbinol)